(S)-3-Amino-8-fluoro-5-(4-methoxybenzyl)-2,3-dihydropyrido[3,2-b][1,4]oxazepin-4(5H)-one N[C@@H]1C(N(C2=C(OC1)C=C(C=N2)F)CC2=CC=C(C=C2)OC)=O